C(C)(C)C1=C(C=CC=C1)N1C(SCC1=O)=NN=CC1=CC=C(C=C1)C=1C=C(N(N1)C)NC(=O)C1CCC(CC1)C(F)(F)F N-[5-[4-[[[3-(2-Isopropylphenyl)-4-oxo-thiazolidin-2-ylidene]hydrazono]methyl]phenyl]-2-methyl-pyrazol-3-yl]-4-(trifluoromethyl)cyclohexancarboxamid